6-fluoro-N-hydroxy-4-[(4-methyloxan-4-yl)carbonyl]-3,5-dihydro-2H-1,4-benzoxazepine-8-carboximidamide FC1=CC(=CC2=C1CN(CCO2)C(=O)C2(CCOCC2)C)C(NO)=N